(S)-quinuclidin-3-yl (7-(4-fluorophenyl)chroman-4-yl)carbamate FC1=CC=C(C=C1)C1=CC=C2C(CCOC2=C1)NC(O[C@@H]1CN2CCC1CC2)=O